FC(C=1C(=NC=CN1)CN1C(C(=CC2=CC=C(N=C12)C)C1CCC(CC1)C1=C(C=CC=C1C)F)=O)F 1-((3-(Difluoromethyl)pyrazin-2-yl)methyl)-3-((1r,4r)-4-(2-fluoro-6-methylphenyl)cyclohexyl)-7-methyl-1,8-naphthyridin-2(1H)-one